Cl.FC(C1=NC=CC(=C1)N1CC2(CNC2)CCC1)(F)F 6-[2-(trifluoromethyl)pyridin-4-yl]-2,6-diazaspiro[3.5]nonane hydrochloride